[Na+].[Na+].[Na+].[Na+].C(CN([C@@H](CCC(=O)[O-])C(=O)[O-])CC(=O)[O-])(=O)[O-] Glutamic acid, diacetic acid, tetrasodium salt